1-(cyclopropylmethyl)-5-(6-(((3aR,5s,6aS)-2-((tetrahydro-2H-pyran-4-yl)methyl)octahydrocyclopenta[c]pyrrol-5-yl)amino)pyridazin-3-yl)pyridin-2(1H)-one C1(CC1)CN1C(C=CC(=C1)C=1N=NC(=CC1)NC1C[C@@H]2[C@@H](CN(C2)CC2CCOCC2)C1)=O